7-Methyl-5-(8-methyl-[1,2,4]triazolo[1,5-a]pyridin-6-yl)-1-(piperidin-4-yl)-1,3-dihydro-2H-benzo[d]imidazol-2-on CC1=CC(=CC2=C1N(C(N2)=O)C2CCNCC2)C=2C=C(C=1N(C2)N=CN1)C